O1CCC(CC1)C(=O)N1[C@@H](COC2=C(C1)C=CC(=C2)C(=O)OC)C2=C(C=CC=C2)C(F)(F)F (R)-methyl 4-(tetrahydro-2H-pyran-4-carbonyl)-3-(2-(trifluoromethyl) phenyl)-2,3,4,5-tetrahydrobenzo[f][1,4]oxazepine-8-carboxylate